ClC=1C(N(C(=CC1[C@@H]1[C@H](C1)C1=CC=C(C=C1)F)C)C1=CC(=NC=C1C)C=1C(=C(C(=O)N)C=CC1)F)=O 3-((S)-3-chloro-4-((1S,2S)-2-(4-fluorophenyl)cyclopropyl)-5',6-dimethyl-2-oxo-2H-[1,4'-bipyridin]-2'-yl)-2-fluorobenzamide